NC(CCN)O 1,3-diamino-1-propanol